COC1=CC=C(C=C1)C1=NOC(=N1)N1CCN(CC1)C(=O)NCCCN1CCN(CC1)CC1=NC=CC=C1 4-(3-(4-Methoxyphenyl)-1,2,4-oxadiazol-5-yl)-N-(3-(4-(Pyridin-2-ylmethyl)piperazin-1-yl)propyl)piperazin-1-carboxamid